COC1=CC=C(CS(=O)(=O)OC2=C(C=CC=C2)NC(=O)NC2=CC=C(C=C2)OS(=O)(=O)CC2=CC=C(C=C2)OC)C=C1 N-[2-(p-methoxybenzylsulfonyloxy)phenyl]-N'-[4-(p-methoxybenzylsulfonyloxy)phenyl]urea